C(CCCCC)[N+](CCCCC)(CCCCC)CCCCCC dihexyldipentylammonium